C(C)(C)(C)OC(=O)N1[C@@H](CN(C[C@@H]1C)C=1C=NC(=CC1)C(NC)=O)C (2R,6S)-2,6-dimethyl-4-(6-(methylcarbamoyl)pyridin-3-yl)piperazine-1-carboxylic acid tert-butyl ester